BrC=1C(=NC(=CC1)N1C(CCC1)(C)C)C 3-bromo-6-(2,2-dimethylpyrrolidin-1-yl)-2-methyl-pyridine